C(C1=CC=CC=C1)N1N=C(N=C1COC)Br 1-benzyl-3-bromo-5-(methoxymethyl)-1H-1,2,4-triazole